(2-fluoroethyl)-2,2-dimethylpiperidin-4-amine FCCN1C(CC(CC1)N)(C)C